1-((2-(trifluoromethyl)phenyl)sulfonyl)piperidine FC(C1=C(C=CC=C1)S(=O)(=O)N1CCCCC1)(F)F